C(C)(C)(C)[C@@H]1N(CCCC1C(=O)OC(C)(C)C)N tert-butyl-(R)-3-Boc-aminopiperidine